Cetyl-Aminoxid C(CCCCCCCCCCCCCCC)N[O-]